bis(5-diethylcarbamoyloxy-4-chloro-2-methylphenyl) trisulfide C(C)N(C(=O)OC=1C(=CC(=C(C1)SSSC1=C(C=C(C(=C1)OC(N(CC)CC)=O)Cl)C)C)Cl)CC